arachidonic acid n-butyl ester C(CCC)OC(CCC\C=C/C\C=C/C\C=C/C\C=C/CCCCC)=O